CN(C)CCC[Si](OCC)(OCC)OCC (N,N-dimethylamino)propyl-triethoxysilane